O[C@H](C)C1CN(C1)C1=C2C(=NC=C1)N(N=C2CNC(C=C)=O)C2=CC=C(C=C2)OC(F)(F)F N-[[4-[3-[(1R)-1-hydroxyethyl]azetidin-1-yl]-1-[4-(trifluoromethoxy)phenyl]pyrazolo[3,4-b]pyridin-3-yl]methyl]prop-2-enamide